C(C)(C)(C)OC(=O)NC(C(=O)O)C1C2(CC2)CCC12CC2 2-((tert-butoxycarbonyl)amino)-2-(dispiro[2.1.25.23]nonan-4-yl)acetic acid